FC=1C(=C(N)C=C(C1C(F)(F)F)F)OC 3,5-difluoro-2-methoxy-4-(trifluoromethyl)aniline